CN(CCC[In](C)C)C [3-(dimethylamino)propyl]dimethylindium